6-ethynyl-2-(((3R,4R)-3-hydroxy-1-(methylsulfonyl)piperidin-4-yl)amino)-8-((1R,2R)-2-hydroxy-2-methylcyclopentyl)pyrido[2,3-d]pyrimidin-7(8H)-one C(#C)C1=CC2=C(N=C(N=C2)N[C@H]2[C@@H](CN(CC2)S(=O)(=O)C)O)N(C1=O)[C@H]1[C@](CCC1)(C)O